3-((Boc)amino)-4-cyclopropyl-1H-pyrrole-2-carboxylic acid ethyl ester C(C)OC(=O)C=1NC=C(C1NC(=O)OC(C)(C)C)C1CC1